CC1([C@@H](C1)C(=O)N1[C@H]([C@H](CCC1)C1=NNC=C1)CO[C@@H]1CC[C@@H](CC1)C1=CC=CC=C1)C ((R)-2,2-dimethylcyclopropyl)((CIS)-2-((((CIS)-4-phenylcyclohexyl)-oxy)methyl)-3-(1H-pyrazol-3-yl)piperidin-1-yl)methanone